3-((2-(2,6-dioxopiperidin-3-yl)-1,3-dioxoisoindolin-5-yl)oxy)propionic acid O=C1NC(CCC1N1C(C2=CC=C(C=C2C1=O)OCCC(=O)O)=O)=O